Cl.N[C@H](CNC(OC(C)(C)C)=O)C (S)-tert-butyl (2-aminopropyl)carbamate hydrochloride